3-(4-Amino-2-methylimidazo[2,1-f][1,2,4]triazin-7-yl)-N-(4-cyanobicyclo[2.1.1]hexan-1-yl)-4-(methyl-d3)benzenesulfonamide trifluoroacetate salt FC(C(=O)O)(F)F.NC1=NC(=NN2C1=NC=C2C=2C=C(C=CC2C([2H])([2H])[2H])S(=O)(=O)NC21CCC(C2)(C1)C#N)C